(S)-4-(3-amino-2-(dimethylamino)propyl)-3-fluoro-N-methylbenzamide NC[C@H](CC1=C(C=C(C(=O)NC)C=C1)F)N(C)C